FC1=C(C=C(C=C1)N(C(\C=C/C(=O)OCC)=O)C([2H])([2H])[2H])C ethyl (Z)-4-((4-fluoro-3-methylphenyl) (methyl-d3) amino)-4-oxobut-2-enoate